C(C)(C)OC(C1=CC(=CC(=C1)[C@@H]1NOCC1)F)=O.C1CCC12CCN(CC2)CC2=C1C(=NC(=C2)C=2C=C3CN(C(C3=CC2)=O)C2C(NC(CC2)=O)=O)N(C=C1)C 3-(5-(4-((7-azaspiro[3.5]nonan-7-yl)methyl)-1-methyl-1H-pyrrolo[2,3-b]pyridin-6-yl)-1-oxoisoindolin-2-yl)piperidine-2,6-dione isopropyl-(R)-3-fluoro-5-(isooxazolidin-3-yl)benzoate